CN(CCOC=1C=CC(=C(C(=O)N[C@H](C)C2=CC(=CC(=C2)C=2C=NN(C2)CCN2C(CCC2)=O)C2=NN(C=C2)C)C1)C)C (R)-5-(2-(dimethylamino)ethoxy)-2-methyl-N-(1-(3-(1-methyl-1H-pyrazol-3-yl)-5-(1-(2-(2-oxopyrrolidin-1-yl)ethyl)-1H-pyrazol-4-yl)phenyl)ethyl)benzamide